C1(=CCCC1)C=1C=2N(N=C(C1)N1C(NC(C=C1)=O)=O)C=CN2 (8-(cyclopent-1-en-1-yl)imidazo[1,2-b]pyridazin-6-yl)pyrimidine-2,4(1h,3h)-dione